3-[2-fluoro-4-methoxy-5-(3-methylindole-1-sulfonyl)phenyl]-2,4-dioxo-1H-thieno[3,4-d]pyrimidine-5-carboxylic acid FC1=C(C=C(C(=C1)OC)S(=O)(=O)N1C=C(C2=CC=CC=C12)C)N1C(NC=2C(C1=O)=C(SC2)C(=O)O)=O